C(C)(C)[C@@H]1CN(CCN1CC(=O)NC(C)C)C1=CC(=C2C(=N1)C(=CS2)C(=O)NC)C(F)(F)F |r| (+/-)-5-(3-isopropyl-4-(2-(isopropylamino)-2-oxoethyl)piperazin-1-yl)-N-methyl-7-(trifluoromethyl)thieno[3,2-b]pyridine-3-carboxamide